C(C)(=O)NCC[N+](C)(C)C acetylaminoethyl-trimethylammonium